8-(5-((4-methylpiperazin-1-yl)methyl)-1H-pyrrolo[2,3-b]pyridin-3-yl)-3,4-dihydrobenzo[f][1,4]oxazepin-5(2H)-one CN1CCN(CC1)CC=1C=C2C(=NC1)NC=C2C2=CC1=C(C(NCCO1)=O)C=C2